tert-butyl N-[3-[3-[1-(2,6-dioxo-3-piperidyl)-3-methyl-2-oxo-benzimidazol-5-yl] propoxy] propyl]-N-methyl-carbamate O=C1NC(CCC1N1C(N(C2=C1C=CC(=C2)CCCOCCCN(C(OC(C)(C)C)=O)C)C)=O)=O